carbamoyl chloride C(N)(=O)Cl